FC1=C(C(=O)[O-])C=CC(=C1)F 2,4-difluorobenzoate